tert-butyl (3-(4-(4-chloro-2-(2-((2,5-dioxopyrrolidin-1-yl)methyl)thieno[3,2-b]pyridin-7-yl)-6-methylphenoxy)piperidin-1-yl)-3-oxopropyl)carbamate ClC1=CC(=C(OC2CCN(CC2)C(CCNC(OC(C)(C)C)=O)=O)C(=C1)C)C1=C2C(=NC=C1)C=C(S2)CN2C(CCC2=O)=O